C(CCCCCCC\C=C/CC#CCCCCC)(=O)[O-] (9Z)-Octadec-9-en-12-ynoate